BrC1=C(C=C(C(=C1)I)F)OC(C)C 1-bromo-4-fluoro-5-iodo-2-prop-2-yloxybenzene